C(C1=CC=CC=C1)OC1=CC=C(C=C1)C[C@@H](C(=O)OC)NC(CC1CCN(CC1)S(=O)(=O)C1=CC=CC=C1)=O Methyl (S)-3-(4-(benzyloxy)phenyl)-2-(2-(1-(phenylsulfonyl)piperidin-4-yl)acetamido)-propanoate